(6S,9S)-6-(4-chlorobenzyl)-1-(3-chlorophenyl)-1,1-difluoro-4,7,11-trioxo-9-(((S)-2-oxopyrrolidin-3-yl)methyl)-2-phenyl-3-oxa-5,8,12-triazatetradecan-10-yl acetate C(C)(=O)OC([C@@H](NC([C@@H](NC(OC(C(F)(F)C1=CC(=CC=C1)Cl)C1=CC=CC=C1)=O)CC1=CC=C(C=C1)Cl)=O)C[C@H]1C(NCC1)=O)C(NCC)=O